ethyl 4-(diphenylphosphoryl)-2,3,5,6-tetrafluorobenzoate C1(=CC=CC=C1)P(=O)(C1=CC=CC=C1)C1=C(C(=C(C(=O)OCC)C(=C1F)F)F)F